O=C1OC[C@H](N1)C(=O)NCCC1=CC(=C(C(=C1)O)O)O (S)-2-Oxo-N-(3,4,5-trihydroxyphenethyl)oxazolidine-4-carboxamide